CC1=C(C=NC=C1C)C=1C=CC=2N(C1)N=NC2C(=O)NC=2C(=NC=C(C2)NC(CN2[C@H](CCC2)C)=O)C 6-(4,5-dimethyl-3-pyridyl)-N-[2-methyl-5-[[2-[(2S)-2-methylpyrrolidin-1-yl]acetyl]amino]-3-pyridyl]triazolo[1,5-a]pyridine-3-carboxamide